C(C1=CC=CC=C1)[C@](CC(C)(C)F)(C)NC(=O)C=1C=NC2=C(C=CC=C2C1)F N-[(1S)-1-benzyl-3-fluoro-1,3-dimethyl-butyl]-8-fluoro-quinoline-3-carboxamide